N1(N=NC=C1)CCC(=O)N1CC(=CCC1)C1=CC(=C2C=C(NC2=C1F)C(=O)N1CCN(CC1)C1=NC=CC=C1OC)B(O)O (6-(1-(3-(1H-1,2,3-triazol-1-yl)propanoyl)-1,2,5,6-tetrahydropyridin-3-yl)-7-fluoro-2-(4-(3-methoxypyridin-2-yl)piperazine-1-carbonyl)-1H-indol-4-yl)boronic acid